3-(4-methylcyclohexyl)propionyl chloride CC1CCC(CC1)CCC(=O)Cl